C[SiH](C)[Hf](C1C(=C(C2=CC=CC=C12)CCC)C)C1C(=C(C2=CC=CC=C12)CCC)C rac-dimethylsilylbis(2-methyl-3-propylindenyl)hafnium